7-cyclopropyl-3-(4-fluorophenyl)-1H-indole-2-carboxylic acid ethyl ester C(C)OC(=O)C=1NC2=C(C=CC=C2C1C1=CC=C(C=C1)F)C1CC1